potassium sodium bisulfate S([O-])(O)(=O)=O.[Na+].[K+].S([O-])(O)(=O)=O